C(C)(C)OC(=O)C1CCCCC1 cyclohexane-1-carboxylic acid isopropyl ester